methyl (S,E)-(7-(dimethylamino)-1-((1-((6-fluoro-7-isobutyl-1H-pyrrolo[3,2-b]pyridin-2-yl)methyl)-2-oxo-1,2-dihydropyridin-3-yl)amino)-1,7-dioxohept-5-en-2-yl)carbamate CN(C(/C=C/CC[C@@H](C(=O)NC=1C(N(C=CC1)CC1=CC2=NC=C(C(=C2N1)CC(C)C)F)=O)NC(OC)=O)=O)C